OC[C@]12CN([C@H](CN1C)C2)C=2C=C(C=CC2[N+](=O)[O-])C2=C(C(=O)O)C=CN=C2 (3-((1S,4S)-4-(hydroxymethyl)-5-methyl-2,5-diazabicyclo[2.2.1]hept-2-yl)-4-nitrophenyl)isonicotinic acid